C(C)(C)(C)OC(=O)NCCCC[C@H](NC([C@@H](NC(CCCC#CC=1C=NC(=NC1)SC)=O)C(C)C)=O)C(=O)O N6-(tert-butoxycarbonyl)-N2-((6-(2-(methylthio)pyrimidin-5-yl)-hexan-5-ynoyl)-L-valyl)-L-lysine